ClC1=C(C(=O)O)C=C(C=C1)Br 2-chloro-5-Bromobenzoic acid